FC1(OC(OC1(F)F)=C(F)F)C(F)(F)F perfluoro(4-methyl-2-methylene-1,3-dioxolan)